sucrose phosphate C([C@@H]1[C@H]([C@@H]([C@@](O1)(CO)[C@]2([C@@H]([C@H]([C@@H]([C@H](O2)CO)O)O)O)OP(=O)(O)O)O)O)O